ClC=1C=C(C=CC1Cl)C1=NOC(=N1)C1CCN(CC1)C(CC1=NOC=C1C)=O 1-(4-(3-(3,4-dichlorophenyl)-1,2,4-oxadiazol-5-yl)piperidin-1-yl)-2-(4-methylisoxazol-3-yl)ethan-1-one